1-(tert-butyl) 2-methyl (2R,4S)-2-(2-(chloromethyl)allyl)-4-(methoxymethyl)pyrrolidine-1,2-dicarboxylate ClCC(C[C@@]1(N(C[C@H](C1)COC)C(=O)OC(C)(C)C)C(=O)OC)=C